rac-(4-benzyloxy-4-oxo-butyl)-[3-(tert-butoxycarbonylamino)propyl]-(2-tert-butoxy-2-oxo-ethyl)-methyl-ammonium C(C1=CC=CC=C1)OC(CCC[N@@+](C)(CC(=O)OC(C)(C)C)CCCNC(=O)OC(C)(C)C)=O |r|